4-(1-imidazolyl)butanoic acid N1(C=NC=C1)CCCC(=O)O